FC1(CC1)CN1N=CC(=C1)N1CC=2C(=NC=CC2C1=O)C1=C(C=CC=C1)OCC(F)(F)F 2-{1-[(1-fluorocyclopropyl)methyl]-1H-pyrazol-4-yl}-4-[2-(2,2,2-trifluoroethoxy)phenyl]-2,3-dihydro-1H-pyrrolo[3,4-c]pyridin-1-one